5-iodo-N-((8-methoxy-2-(6-methoxypyridin-3-yl)-2,3-dihydrobenzo[b][1,4]dioxin-6-yl)methyl)-3-nitropyridin-2-amine IC=1C=C(C(=NC1)NCC1=CC2=C(OC(CO2)C=2C=NC(=CC2)OC)C(=C1)OC)[N+](=O)[O-]